NC1=NC(=C(C(=N1)OC)CCC(=O)OCC)OC ethyl 3-(2-amino-4,6-dimethoxypyrimidin-5-yl)-propionate